5-(p-Chlorophenyl)-6-(1-{[3-fluoro-4-(trifluoromethyl)phenyl]methyl}-1H-pyrazol-4-yl)-4-pyrimidinylamine ClC1=CC=C(C=C1)C=1C(=NC=NC1C=1C=NN(C1)CC1=CC(=C(C=C1)C(F)(F)F)F)N